3-(4-((2-cyclopropylethyl)((1R,4r)-4-(((R)-1,1,1-trifluoropropan-2-yl)amino)cyclohexyl)amino)-1-oxoisoindolin-2-yl)piperidine-2,6-dione C1(CC1)CCN(C1=C2CN(C(C2=CC=C1)=O)C1C(NC(CC1)=O)=O)C1CCC(CC1)N[C@@H](C(F)(F)F)C